1,4-bisnitrooxybutane [N+](=O)([O-])OCCCCO[N+](=O)[O-]